N-(3-(trifluoromethyl)phenyl)maleimide FC(C=1C=C(C=CC1)N1C(C=CC1=O)=O)(F)F